N[C@@H]1[C@@H](OCC12CCN(CC2)C2=CC=CCN2)C 6-((3S,4S)-4-amino-3-methyl-2-oxa-8-azaspiro[4.5]dec-8-yl)-1H-pyridine